4-BOC-3(R)-morpholinecarboxylic acid C(=O)(OC(C)(C)C)N1[C@H](COCC1)C(=O)O